4-bromo-1-methyl-imidazole-2-carbaldehyde BrC=1N=C(N(C1)C)C=O